N-((2'-ethoxy-4-(2-ethylpiperazin-1-yl)-[1,1'-biphenyl]-3-yl)methyl)-2-nitrobenzenesulfonamide C(C)OC1=C(C=CC=C1)C1=CC(=C(C=C1)N1C(CNCC1)CC)CNS(=O)(=O)C1=C(C=CC=C1)[N+](=O)[O-]